6-methyl-5-(2-oxo-2,3-dihydro-1H-benzo[d]imidazol-1-yl)picolinic acid methyl ester COC(C1=NC(=C(C=C1)N1C(NC2=C1C=CC=C2)=O)C)=O